C(C)(=O)C=1C=C(C(=O)OC)C=CC1N Methyl 3-acetyl-4-aminobenzoate